COC=1C(=CC=C2C(=CC=NC12)CN1CCCCC1)[N+](=O)[O-] 8-methoxy-7-nitro-4-(piperidin-1-yl-methyl)quinoline